C[NH2+]C.N(CCO)CCO diethanolamine-dimethyl-ammonium salt